CC=1C(=NC=C(C1)NC(C(=O)N1C(CCC(C1)C)C=1C=NC(=CC1)N1CCN(CC1)C)=O)NC(OC(C)(C)C)=O tert-butyl N-[3-methyl-5-[[2-[5-methyl-2-[6-(4-methylpiperazin-1-yl)-3-pyridyl]-1-piperidyl]-2-oxo-acetyl]amino]-2-pyridyl]carbamate